ClC1=CC(=C(C(NC(=O)C=2N=CN(C2)C2=NC(=NC=C2C)NC2CCOCC2)C)C=C1)O N-(4-chloro-2-hydroxy-methyl-benzyl)-1-(5-methyl-2-((tetrahydro-2H-pyran-4-yl)amino)-pyrimidin-4-yl)-1H-imidazole-4-carboxamide